C1(CCC1)NC=1C=C(C(=O)NC[C@H]([C@H]2NCC3=CC(=CC=C3C2)O)O)C=CC1 3-(Cyclobutylamino)-N-[(2R)-2-hydroxy-2-[(3S)-7-hydroxy-1,2,3,4-tetrahydroisoquinolin-3-yl]-ethyl]benzamide